ClC=1C=C2C(=NC1OC)C(=C(N2C)C=2NC(=NN2)C(C#N)C)N2C=NC=C2 2-(5-(6-chloro-3-(1H-imidazol-1-yl)-5-methoxy-1-methyl-1H-pyrrolo[3,2-b]pyridin-2-yl)-4H-1,2,4-triazol-3-yl)propanenitrile